3,3-difluorocyclobutyl (3-(3,3-difluorocyclobutyl)-4-methyl-1-(2,2,2-trifluoroethyl)-1H-pyrazol-5-yl)carbamate FC1(CC(C1)C1=NN(C(=C1C)NC(OC1CC(C1)(F)F)=O)CC(F)(F)F)F